C(C1=CC=CC=C1)N1N=CC(=C1)C(=O)N1CC2(CN(C2)C(=O)C2(CC2)C(F)(F)F)C(C1)C(=O)O 6-(1-benzyl-1H-pyrazole-4-carbonyl)-2-(1-(trifluoromethyl)cyclopropane-1-carbonyl)-2,6-diazaspiro[3.4]Octane-8-carboxylic acid